NC1=C(C=C(C=N1)C=1C=C2N(N1)CC[C@]21CN(CC1)C(=O)NCC1=C(C=NC=C1)SC)C(F)(F)F (3R)-2'-[6-amino-5-(trifluoromethyl)pyridin-3-yl]-N-{[3-(methylsulfanyl)pyridin-4-yl]methyl}-5',6'-dihydrospiro[pyrrolidine-3,4'-pyrrolo[1,2-b]pyrazole]-1-carboxamide